C1(CCCC1)OC(=O)NC1=C(N=NN1C)C1=CC=C(C=N1)O[C@@H]1C[C@H](CCC1)C(=O)O (1S,3S)-3-((6-(5-(((cyclopentyloxy)carbonyl)amino)-1-methyl-1H-1,2,3-triazol-4-yl)pyridin-3-yl)oxy)cyclohexane-1-carboxylic acid